ClC=1C=CC(=C(CNC(=O)[C@H]2N(CCN(C2)C=2OC(C(N2)(C)C)C2=CC=CC=C2)C([C@H](N)CCCCN2CCCCC2)=O)C1)N1N=NN=C1 (2S)-N-[5-chloro-2-(1H-tetrazol-1-yl)benzyl]-4-(4,4-dimethyl-5-phenyl-4,5-dihydro-1,3-oxazol-2-yl)-1-(6-piperidin-1-yl-D-norleucyl)piperazine-2-carboxamide